FC=1C=C2C=3C(=NNC(C3C1)=O)C(C(N2)C2=CC=C(C=C2)F)N2C(N(CC2=O)C)=O 5-fluoro-8-(4-fluorophenyl)-9-(1-methyl-2,4-imidazolindione-3-yl)-8,9-dihydro-2H-pyrido[4,3,2-de]Phthalazin-3(7H)-one